ethyl-5-(5-(2-methoxyethyl)-4H-1,2,4-triazol-3-yl)-4-methylbenzoic acid C(C)C1=C(C(=O)O)C=C(C(=C1)C)C1=NN=C(N1)CCOC